COC1=C(C=CC=C1)[C@@H](N)C1=CC=CC=C1 (S)-(2-Methoxyphenyl)(Phenyl)Methanamine